1,4-di(3-phenylpropyl)-2,3-diperfluorophenyl-1,4-diiodobutadiene C1=CC=C(C=C1)CCC/C(=C(/C(=C(\I)/CCCC2=CC=CC=C2)/C3=C(C(=C(C(=C3F)F)F)F)F)\C4=C(C(=C(C(=C4F)F)F)F)F)/I